C(C=C)[C@H]1[C@@H](CCC1)O (1R,2S)-2-ALLYLCYCLOPENTANOL